acetic acid 8-((2-(4-methylpiperazin-1-yl) ethyl) carbamoyl)-6-oxo-6H-benzo[C]chromen-3-yl ester CN1CCN(CC1)CCNC(=O)C=1C=CC2=C(C(OC3=CC(=CC=C23)OC(C)=O)=O)C1